N1=CC=CC2=CC=CC(=C12)NC(C1=CC=C(C=C1)F)=O N-(quinolin-8-yl)-4-fluorobenzamide